((S)-1-(2-((S)-2-cyanopyrrolidin-1-yl)-2-oxoethyl)pyrrolidin-3-yl)-7-methylbenzofuran-3-carboxamide C(#N)[C@H]1N(CCC1)C(CN1C[C@H](CC1)C=1OC2=C(C1C(=O)N)C=CC=C2C)=O